tert-butyl 5-(1,4-dimethyl-1H-pyrazol-5-yl)-2-azabicyclo[4.1.0]hept-4-ene-2-carboxylate CN1N=CC(=C1C1=CCN(C2CC12)C(=O)OC(C)(C)C)C